triacosanoic acid C(CCCCCCCCCCCCCCCCCCCCCC)(=O)O